3-acetyl-9-[4-(5-fluoropyrimidin-2-yl)-2,6-dimethyl-phenyl]-3-azaspiro[5.5]undecane-8,10-dione C(C)(=O)N1CCC2(CC1)CC(C(C(C2)=O)C2=C(C=C(C=C2C)C2=NC=C(C=N2)F)C)=O